ClC=1C=C(C=2N(N1)N=CN2)OCC(CO)(F)F 3-((6-chloro-[1,2,4]triazolo[1,5-b]pyridazin-8-yl)oxy)-2,2-difluoropropan-1-ol